(R)-2-(6-chloropyridin-2-yl)-N-(2-fluoro-3-hydroxy-3-methylbutyl)-7-(isopropylamino)pyrazolo[1,5-a]pyrimidine-6-carboxamide ClC1=CC=CC(=N1)C1=NN2C(N=CC(=C2NC(C)C)C(=O)NC[C@H](C(C)(C)O)F)=C1